N,N'-di(2-cyanoethyl)ethylenediamine C(#N)CCNCCNCCC#N